BrC1=C2C(CCOC2=CC=C1)N 5-bromochroman-4-amine